1,3-diethyl-5-butyl-barbituric acid C(C)N1C(=O)N(C(=O)C(C1=O)CCCC)CC